C(C)OC([C@@H](C)O/N=C/C1=C(C=C(C(=C1)N1C(N(C(=CC1=O)C(C)(F)F)C)=O)F)Cl)=O |r| Ethyl-(2RS)-2-{[(E)-{2-chloro-5-[4-(1,1-difluoroethyl)-3-methyl-2,6-dioxo-3,6-dihydropyrimidin-1(2H)-yl]-4-fluorobenzylidene}amino]oxy}propanoate